BrC=1C2=C(C(N(C1)C)=O)N(C(=C2)C2=NC=CC=N2)S(=O)(=O)C2=CC=C(C)C=C2 4-bromo-6-methyl-2-(pyrimidin-2-yl)-1-tosyl-1,6-dihydro-7H-pyrrolo[2,3-c]pyridin-7-one